The molecule is an acyl-CoA that results from the formal condensation of the thiol group of coenzyme A with the carboxy group of oscr#20. It derives from an oscr#20. It is a conjugate acid of an oscr#20-CoA(4-). C[C@H]1[C@@H](C[C@H]([C@@H](O1)OCCCCCCCCCCCC(=O)SCCNC(=O)CCNC(=O)[C@@H](C(C)(C)COP(=O)(O)OP(=O)(O)OC[C@@H]2[C@H]([C@H]([C@@H](O2)N3C=NC4=C(N=CN=C43)N)O)OP(=O)(O)O)O)O)O